3-(2-(3-Chlorophenyl)-3-(3-phenylpropanoyl)-1H-indol-1-yl)-2,2-dimethylpropanamide ClC=1C=C(C=CC1)C=1N(C2=CC=CC=C2C1C(CCC1=CC=CC=C1)=O)CC(C(=O)N)(C)C